N-(1-methyl-1H-pyrazol-4-yl)-7-(3,4,5-trimethoxyphenyl)quinoxalin-2-amine CN1N=CC(=C1)NC1=NC2=CC(=CC=C2N=C1)C1=CC(=C(C(=C1)OC)OC)OC